Cl.N1(N=CN=C1)C1CCNCC1 4-(1H-1,2,4-triazol-1-yl)piperidine HCl